N-[(9R,15aS,16R)-17,17,20-trifluoro-7,9-dimethyl-1-oxo-2,3,15a,16,17,18-hexahydro-1H,9H,15H-4,8-(azeno)-10,14-(metheno)pyrrolo[1,2-c][1,3]diazacycloheptadecin-16-yl]ethanesulfonamide FC1([C@@H]([C@H]2N(C(NCC=3C=CC(=C([C@@H](C=4C=CC=C(C2)C4F)C)N3)C)=O)C1)NS(=O)(=O)CC)F